N(=[N+]=[N-])C[C@H]([C@H]([C@@H]([C@@H](CC(C(=O)O)=O)O)O)O)O 8-azido-3,8-dideoxy-D-manno-octulosonic acid